FC1=C(C(=CC=C1)C)N1CCN(CC1)C1=CC=2C(=NC=CN2)N(C1=O)CC1=NC=CC=C1C(F)(F)F 7-(4-(2-fluoro-6-methylphenyl)piperazin-1-yl)-5-((3-(trifluoromethyl)pyridin-2-yl)methyl)pyrido[2,3-b]pyrazin-6(5H)-one